Ethyl (3S)-3-(2-(5-(2-(dimethylamino)ethyl)-2-oxo-4-(trifluoromethyl)pyridin-1(2H)-yl)-4-methylpentanamido)-3-(2'-ethyl-4-fluoro-5,6'-dimethyl-[1,1'-biphenyl]-3-yl)propanoate CN(CCC=1C(=CC(N(C1)C(C(=O)N[C@@H](CC(=O)OCC)C=1C=C(C=C(C1F)C)C1=C(C=CC=C1C)CC)CC(C)C)=O)C(F)(F)F)C